(R)-1-((8-(3'-(5-(((R)-3-Hydroxypyrrolidin-1-yl)methyl)-1-methyl-2-oxo-1,2-dihydropyridin-3-carboxamido)-2,2'-dimethylbiphenyl-3-ylamino)-1,7-naphthyridin-3-yl)methyl)pyrrolidin O[C@H]1CN(CC1)CC=1C=C(C(N(C1)C)=O)C(=O)NC=1C(=C(C=CC1)C1=C(C(=CC=C1)NC=1N=CC=C2C=C(C=NC12)CN1CCCC1)C)C